N-Methyl-4-[[4-(trifluoromethyl)phenyl]methylamino]-3-(2-trimethylsilylethynyl)benzenesulfonamide CNS(=O)(=O)C1=CC(=C(C=C1)NCC1=CC=C(C=C1)C(F)(F)F)C#C[Si](C)(C)C